Cl.Cl.N[C@]1([C@@H](CC[C@H](C1)CCB(O)O)CN(CC)CC)C(=O)O |r| rac-(1R,2S,5R)-1-amino-5-(2-boronoethyl)-2-((diethylamino)methyl)cyclohexanecarboxylic acid dihydrochloride